N1=CNC=2N=CNCC(C21)O 3,6,7,8-tetrahydroimidazo[4,5-d][1,3]diazepin-8-ol